methyl-2-oxo-2,5-dihydro-1H-pyrrole-1-carboxamide CC=1C(N(CC1)C(=O)N)=O